((S)-1-(4-fluorophenyl)-3,4-dihydroisoquinolin-2(1H)-yl)((2S,4S)-4-hydroxy-4-(((2-hydroxyethyl)amino)methyl)tetrahydrofuran-2-yl)methanone FC1=CC=C(C=C1)[C@@H]1N(CCC2=CC=CC=C12)C(=O)[C@H]1OC[C@](C1)(CNCCO)O